The molecule is an amino acid zwitterion obtained by transfer of a proton from the carboxy to the amino group of 7-(2-hydroxy-3-amino-3-carboxypropyl)wyosine 5'-monophosphate. It is a tautomer of a 7-(2-hydroxy-3-amino-3-carboxypropyl)wyosine 5'-monophosphate. CC1=C(N2C(=O)C3=C(N(C2=N1)C)N(C=N3)[C@H]4[C@@H]([C@@H]([C@H](O4)CO)O)O)CC([C@@H](C(=O)[O-])[NH3+])O